2-methylbutan-1-one CC(C=O)CC